S1C=NC=C1C1=CC=C(N)C=C1 4-(thiazol-5-yl)aniline